(Z)-1-((2-aminopyrimidin-5-yl)methyl)-3-((3,5-dimethyl-1H-pyrrol-2-yl)methylene)-2-oxo-N-(prop-2-yn-1-yl)indole-6-carboxamide NC1=NC=C(C=N1)CN1C(\C(\C2=CC=C(C=C12)C(=O)NCC#C)=C/C=1NC(=CC1C)C)=O